2-chloro-N-(5-(2-(((1r,4r)-4-(dimethylamino)cyclohexyl)amino)-8-ethylquinazolin-6-yl)-6-methylpyridin-2-yl)benzene-sulfonamide ClC1=C(C=CC=C1)S(=O)(=O)NC1=NC(=C(C=C1)C=1C=C2C=NC(=NC2=C(C1)CC)NC1CCC(CC1)N(C)C)C